methyl-2-thiouridine C[C@@]1([C@H](O)[C@H](O)[C@@H](CO)O1)N1C(=S)NC(=O)C=C1